BrC=1C(=C(OC2CCC(CC2)/C=C/C(=O)OCC)C=CC1)C ethyl (E)-3-[4-(3-bromo-2-methyl-phenoxy)cyclohexyl]prop-2-enoate